6-(3-(Benzyloxy)phenyl)-5-(2-(methylsulfonyl)pyrimidin-4-yl)imidazo[2,1-b]thiazole C(C1=CC=CC=C1)OC=1C=C(C=CC1)C=1N=C2SC=CN2C1C1=NC(=NC=C1)S(=O)(=O)C